ClC1=NC(=C(C=C1C(=O)N1C(CN(CC1)C)C1=CC=CC=C1)F)Cl (2,6-dichloro-5-fluoropyridin-3-yl)-(4-methyl-2-phenylpiperazin-1-yl)methanone